Cl.C1(=CC=C(C=C1)C(=O)N)C p-toluamide monohydrochloride